CN1N=C(C=C1C=1C=C2CCNC(C2=CC1)=O)C1=CCCN(C1)C(=O)OC(C)(C)C tert-butyl 5-[1-methyl-5-(1-oxo-3,4-dihydro-2H-isoquinolin-6-yl) pyrazol-3-yl]-3,6-dihydro-2H-pyridine-1-carboxylate